(5-bromo-4-methoxy-pyrimidin-2-yl)amine BrC=1C(=NC(=NC1)N)OC